8-[(4-Cyano-piperidin-4-ylmethyl)-amino]-3-methyl-6-pyridin-4-yl-imidazo[1,2-a]pyrazine-2-carboxylic acid (2-methoxy-ethyl)-amide COCCNC(=O)C=1N=C2N(C=C(N=C2NCC2(CCNCC2)C#N)C2=CC=NC=C2)C1C